ClC1=C(C(=CC=C1)Cl)C(=O)C1=CC=C(C=C1)O (2,6-dichlorophenyl)(4-hydroxyphenyl)methanone